6-(4-Chlorophenyl)-2,3,3a,4,7,7a-hexahydro-1H-indene-5-carboxylic acid methyl ester COC(=O)C=1CC2CCCC2CC1C1=CC=C(C=C1)Cl